bis(2-methoxyethyl)urea COCCNC(NCCOC)=O